CN(C(=O)C1=CC2=C(N=C(N2)C2=CC=C(C=C2)N(C)C)C=C1)C 2-(4-dimethylamino-phenyl)-3H-benzimidazole-5-carboxylic acid dimethylamide